C(C)(C)(C)OC(NCC1CNC(C1)=O)=O ((5-oxopyrrolidin-3-yl)methyl)carbamic acid tert-butyl ester